C(=C)C1=CC=2N(C=C1)C=C(N2)CNC(=O)C=2N=C1N(C(C2)=O)C=CC=C1 N-({7-vinylimidazo[1,2-a]pyridin-2-yl}methyl)-4-oxo-4H-pyrido[1,2-a]pyrimidine-2-carboxamide